2-[(3,3-difluorocyclopentyl)methyl]-N-(3-sulfamoylphenyl)-7-(trifluoromethyl)indazole-3-carboxamide FC1(CC(CC1)CN1N=C2C(=CC=CC2=C1C(=O)NC1=CC(=CC=C1)S(N)(=O)=O)C(F)(F)F)F